OC1=C(C=C(C=C1Cl)C(C)(C)C1=CC(=C(C(=C1)Cl)O)Cl)Cl 2,2-bis(4-hydroxy-3,5-dichlorophenyl)-propane